ClC=1C=C2C(=CC(=NC2=CC1)C(F)(F)F)N[C@@H]1C[C@@H](CCC1)NC(=O)N1CC2=C(CC1)N=C(S2)C N-[(1R,3S)-3-{[6-chloro-2-(trifluoromethyl)quinolin-4-yl]amino}cyclohexyl]-2-methyl-4H,5H,6H,7H-[1,3]thiazolo[5,4-c]pyridine-5-carboxamide